C(C)OC(C(C1=C2N(C=N1)C[C@@H](C2)F)N2N=C1C(=C(C=C(C1=C2)C)Br)C)=O 2-(6-bromo-4,7-dimethyl-2H-indazol-2-yl)-2-((R)-6-fluoro-6,7-dihydro-5H-pyrrolo[1,2-c]Imidazol-1-yl)acetic acid ethyl ester